BrC=1C(=C(C=CC1)C(=O)C=1C=NN2C1C=CC(=C2C)C)O (3-bromo-2-hydroxyphenyl)(6,7-dimethylpyrazolo[1,5-a]pyridin-3-yl)methaneone